2-oxa-5-azabicyclo[2.2.2]octane oxalate C(C(=O)O)(=O)O.C12OCC(NC1)CC2